(pyridin-2-yl)-4,5,6,7-tetrahydro-2H-pyrazolo[3,4-c]pyridin-3-ol N1=C(C=CC=C1)N1N=C2CNCCC2=C1O